2,3-dimethyl-3-(1-propenyl)pyrazine CC1N=CC=NC1(C=CC)C